C(C)(=O)N[C@@H]1[C@@H]([C@@H]([C@H](C1)C(=O)N[C@@H](C12CCC(CC1)(C2)F)C2=C(C(=CC=C2F)Cl)F)O)O (1S,2R,3S,4S)-4-acetamido-N-((S)-(3-chloro-2,6-difluorophenyl)(4-fluoro-bicyclo[2.2.1]hept-1-yl)methyl)-2,3-dihydroxycyclopentane-1-carboxamide